(S)-N-(1-amino-3-(3-fluorophenyl)propan-2-yl)-5-(5-methyl-7-oxo-5,6,7,8-tetrahydronaphthyridin-4-yl)thiophene-2-carboxamide NCC(CC1=CC(=CC=C1)F)NC(=O)C=1SC(=CC1)C1=CC=NC=2NC(C[C@@H](C12)C)=O